o-aminophenyl-trifluoro-methanesulfonic acid NC1=C(C=CC=C1)OS(=O)(=O)C(F)(F)F